C(C)(=O)N1C[C@@H](OCC1)COC1=CC=C(C=N1)N1C(N(C2=C1C=CC=C2)CC2CCC(CC2)NC(C2=C(N=CC(=C2)Cl)C)=O)=O N-((1R,4r)-4-((3-(6-(((R)-4-acetylmorpholin-2-yl)methoxy)pyridin-3-yl)-2-oxo-2,3-dihydro-1H-benzo[d]imidazol-1-yl)methyl)cyclohexyl)-5-chloro-2-methylnicotinamide